2,5-dichloro-4-trimethylstannylpyrimidine ClC1=NC=C(C(=N1)[Sn](C)(C)C)Cl